4-((4-((2-(dimethylphosphoryl)-4-fluorophenyl)amino)-5-(trifluoromethyl)pyrimidin-2-yl)amino)-N-methoxybenzamide CP(=O)(C)C1=C(C=CC(=C1)F)NC1=NC(=NC=C1C(F)(F)F)NC1=CC=C(C(=O)NOC)C=C1